1-[4-[2-(5-isopropoxy-1-tetrahydropyran-2-yl-indazol-3-yl)pyrimidin-4-yl]pyrazol-1-yl]propane-2-one C(C)(C)OC=1C=C2C(=NN(C2=CC1)C1OCCCC1)C1=NC=CC(=N1)C=1C=NN(C1)CC(C)=O